OC1=CC=C(C=C1)C(=C(CC)C1=CC=C(C=C1)O)C1=CC=C(OCCN(C)CC=2C=C3CN(C(C3=CC2Br)=O)C2C(NC(CC2)=O)=O)C=C1 3-(5-(((2-(4-(1,2-bis(4-hydroxyphenyl)but-1-en-1-yl)phenoxy)ethyl)(methyl)amino)methyl)-6-bromo-1-oxoisoindolin-2-yl)piperidine-2,6-dione